2-{3-[(3R)-3-cyclopropylpiperazin-1-yl]-1,2,4-triazin-6-yl}-5-(3-fluoro-1H-pyrazol-4-yl)phenol dihydrochloride Cl.Cl.C1(CC1)[C@@H]1CN(CCN1)C=1N=NC(=CN1)C1=C(C=C(C=C1)C=1C(=NNC1)F)O